NC1=NC(=NC=C1)N1C[C@H]([C@H](CC1)OC)C#N |r| rac-cis-1-(4-aminopyrimidin-2-yl)-4-methoxypiperidine-3-carbonitrile